BrC=1C=NC(=NC1)CN1CCC2(CC1)CC=1C(=CN=CC1)O2 1'-((5-Bromopyrimidin-2-yl)methyl)-3H-spiro[furo[2,3-c]pyridine-2,4'-piperidine]